3-[(2S)-2-[(2-formyl-3-hydroxyphenoxy)methyl]piperidine-1-carbonyl]pyridine-2-carboxylic acid C(=O)C1=C(OC[C@H]2N(CCCC2)C(=O)C=2C(=NC=CC2)C(=O)O)C=CC=C1O